Methyl (3,4-dimethoxybenzoyl)-L-valinate COC=1C=C(C(=O)N[C@@H](C(C)C)C(=O)OC)C=CC1OC